4-morpholino-N-(oxetan-3-ylmethyl)-2-(4-phenylpyrazol-1-yl)furo[3,2-d]pyrimidine-6-carboxamide O1CCN(CC1)C=1C2=C(N=C(N1)N1N=CC(=C1)C1=CC=CC=C1)C=C(O2)C(=O)NCC2COC2